4-(4-((6-(4-methylpiperazin-1-yl)-9H-purin-9-yl)methyl)phenyl)-1H-1,2,3-triazole CN1CCN(CC1)C1=C2N=CN(C2=NC=N1)CC1=CC=C(C=C1)C=1N=NNC1